CCOCOCOCOCCC 3,5,7,9-tetraoxadodecane